N-(4-(1H-pyrrol-1-yl)phenyl)-2-(4-(2-methoxybenzyl)piperazin-1-yl)thiazole-4-carboxamide N1(C=CC=C1)C1=CC=C(C=C1)NC(=O)C=1N=C(SC1)N1CCN(CC1)CC1=C(C=CC=C1)OC